6-methyl-4-[5-(methylsulfonyl)-2-(3,4,5-trifluorophenoxy)phenyl]-1,6-dihydro-7H-pyrrolo[2,3-c]pyridin-7-one CN1C(C2=C(C(=C1)C1=C(C=CC(=C1)S(=O)(=O)C)OC1=CC(=C(C(=C1)F)F)F)C=CN2)=O